6-hydrazino-1,6-dihydropyrimidine-4-carboxamide N(N)C1C=C(N=CN1)C(=O)N